C(C)C1=NN=C(S1)NC(=O)C1=NN2C(C(N(CC2)CCC(C)C)=O)=C1C1CC1 3-Cyclopropyl-5-(3-methylbutyl)-4-oxo-4,5,6,7-tetrahydropyrazolo[1,5-a]pyrazine-2-carboxylic acid (5-ethyl-[1,3,4]thiadiazol-2-yl) amide